FC=1C=C(C=C(C1C#N)F)O 3,5-difluoro-4-cyanophenol